S(=O)(=O)(ON1[C@@H]2CC[C@H](N(C1=O)C2)C(NCCC2CNC2)=N)O (2S,5R)-2-(N-(2-(Azetidin-3-yl) ethyl) carbamimidoyl)-7-oxo-1,6-diazabicyclo[3.2.1]octan-6-yl hydrogen sulfate